2-dimethylamino-ethanesulfonic acid {3-[5-amino-6-(2-chloro-3,6-difluoro-benzyloxy)-pyrazin-2-yl]-phenyl}-amide NC=1N=CC(=NC1OCC1=C(C(=CC=C1F)F)Cl)C=1C=C(C=CC1)NS(=O)(=O)CCN(C)C